2-(2-Hydroxypropan-2-yl)-N'-((3-oxo-1,2,3,5,6,7-hexahydro-s-indacen-4-yl)-carbamoyl)thiazole-5-sulfonimidamide OC(C)(C)C=1SC(=CN1)S(=O)(N)=NC(NC1=C2C(CCC2=CC=2CCCC12)=O)=O